(2R,3R,4R,5S)-2-methyl-1-(2-(thiophen-2-yl)ethyl)piperidine-3,4,5-triol C[C@H]1N(C[C@@H]([C@H]([C@@H]1O)O)O)CCC=1SC=CC1